C(#N)[C@H]1[C@@H](CCC1)NC1=NC(=NC=C1C)NC1=CC2=C(B(OC2)O)C(=C1)C#N 5-((4-(((trans)-2-cyanocyclopentyl)amino)-5-methylpyrimidin-2-yl)amino)-1-hydroxy-1,3-dihydrobenzo[c][1,2]oxaborole-7-carbonitrile